N-(6-amino-5-methylpyridin-3-yl)-2-((2S,5R)-2-(4-fluorophenyl)-5-methyl-4-(1-(trifluoromethyl)cyclopropanecarbonyl)piperazin-1-yl)-2-oxoacetamide NC1=C(C=C(C=N1)NC(C(=O)N1[C@H](CN([C@@H](C1)C)C(=O)C1(CC1)C(F)(F)F)C1=CC=C(C=C1)F)=O)C